2,4-Dicarboxyphenyldiphenyl-phosphin oxid C(=O)(O)C1=C(C=CC(=C1)C(=O)O)P(C1=CC=CC=C1)(C1=CC=CC=C1)=O